3-hydroxy-5-mesityl-2-cyclohexen-1-one OC1=CC(CC(C1)C1=C(C=C(C=C1C)C)C)=O